(R)-2-(4-(2-(1-Cyanocyclopropyl)pyridin-3-yl)phenyl)-2-(3-(2-ethynylthiazol-4-yl)ureido)-N-methylacetamide C(#N)C1(CC1)C1=NC=CC=C1C1=CC=C(C=C1)[C@H](C(=O)NC)NC(=O)NC=1N=C(SC1)C#C